1-ethoxy-4-cyanopyridinium C(C)O[N+]1=CC=C(C=C1)C#N